C(C(=C)C)(=O)OCC[N+](C)(CC)CC1=CC=CC=C1 [2-(methacryloyloxy)ethyl]benzylethylmethylammonium